tert-butyl (2-(((3R,4R)-4-methoxytetrahydro-2H-pyran-3-yl)((2',3,6'-trifluoro-[1,1'-biphenyl]-4-yl)methyl)carbamoyl)-6,8-dihydro-1H-furo[3,4-d]pyrrolo[3,2-b]pyridin-5-yl)carbamate CO[C@H]1[C@@H](COCC1)N(C(=O)C1=CC2=NC(=C3C(=C2N1)COC3)NC(OC(C)(C)C)=O)CC3=C(C=C(C=C3)C3=C(C=CC=C3F)F)F